The molecule is an alpha,omega-dicarboxylic acid that is suberic acid which oxo groups replace the hydrogens at positions 3 and 5. It is an abnormal metabolite of the tyrosine metabolic pathway and a marker for type 1 tyrosinaemia. It has a role as a human metabolite. It is an alpha,omega-dicarboxylic acid and a beta-diketone. C(CC(=O)O)C(=O)CC(=O)CC(=O)O